C12C3C=CCC3C(CC1)C2 tricyclo[5.2.1.02,6]decan-3-ene